stearoyl-sodium tartrate C(=O)(O)C(O)C(O)C(=O)O.C(CCCCCCCCCCCCCCCCC)(=O)[Na]